C1(CC1)C=1C=CC(=C(C1)NC(=O)N1C[C@](CC1)(C1=NC=NS1)C1=CC(=C(C=C1)C)F)C(=O)N1CC(C1)O (R)-N-(5-cyclopropyl-2-(3-hydroxyazetidine-1-carbonyl)phenyl)-3-(3-fluoro-4-methylphenyl)-3-(1,2,4-thiadiazol-5-yl)pyrrolidine-1-carboxamide